C1=C(C=C(C=C1)N([C@@H](CC1=CC=CC=C1)C(=O)O)C(=O)N)N([C@@H](CC1=CC=CC=C1)C(=O)O)C(=O)N 2,4-phenylenebis(N-aminocarbonyl-phenylalanine)